bisindole diphosphate OP(O)(=O)OP(=O)(O)O.N1C=CC2=CC=CC=C12.N1C=CC2=CC=CC=C12